lithium lanthanum phosphate fluoride [F-].P(=O)([O-])([O-])[O-].[La+3].[Li+]